FC(C=1C=C2CC(CC2=CC1)NC(OC(C)(C)C)=O)F tert-butyl (5-(difluoromethyl)-2,3-dihydro-1H-inden-2-yl)carbamate